C(=O)=CCCSC[C@H](N)C(=O)O S-(carbonylpropyl)cysteine